COC1=CC=C(C=C1)CN(S(=O)(=O)C1=CC(=C(C=C1)NCC1=CC=C(C=C1)OC(F)(F)F)C=1N=CN(C1)C)C N-[(4-methoxyphenyl)methyl]-N-methyl-3-(1-methylimidazol-4-yl)-4-[[4-(trifluoromethoxy)phenyl]methylamino]benzenesulfonamide